N1C=NC=C2C1=NC=C2 pyrrolo-[2,3-d]pyrimidine